(S)-3-(3,4-dihydroxyphenyl)-2-methyl-2-ureidopropionic acid OC=1C=C(C=CC1O)C[C@@](C(=O)O)(NC(=O)N)C